6-(4-((1H-indazol-5-yl)amino)pyrimidin-2-yl)-N-(pyridazin-4-yl)-1H-benzo[d]imidazole-2-carboxamide N1N=CC2=CC(=CC=C12)NC1=NC(=NC=C1)C=1C=CC2=C(NC(=N2)C(=O)NC2=CN=NC=C2)C1